ClC1=CC=C(C=C1)C=1C(=NN(C1)C(=O)OC(C)(C)C)C1=CC=NC=C1 tert-butyl 4-(4-chlorophenyl)-3-(4-pyridyl)pyrazole-1-carboxylate